C(C)OC(=O)C=1C=C2C=NN(C2=CC1)C(NCC1=CC=NC=C1)=O 1-[(Pyridin-4-ylmethyl)-carbamoyl]-1H-indazole-5-carboxylic acid ethyl ester